C(=O)C(CCCl)CCCl 3-formyl-1,5-dichloropentane